COC(=O)C=1N=CC(=NC1)N1[C@@H](CN(CC1)C=1N=NC(=C(C1C)C)CC=1C=NC=CC1)C (R)-4-(4,5-dimethyl-6-pyridin-3-ylmethyl-pyridazin-3-yl)-2-methyl-3,4,5,6-tetrahydro-2H-[1,2']bipyrazinyl-5'-carboxylic acid methyl ester